4-Methyl-3-[4-(3-pyridyl)triazol-1-yl]-N-[5-(trifluoromethyl)pyridazin-3-yl]benzamide CC1=C(C=C(C(=O)NC=2N=NC=C(C2)C(F)(F)F)C=C1)N1N=NC(=C1)C=1C=NC=CC1